C(CCCCCCCCCCCCCCCCC)(=O)OCC(O)CO.C(CCCCCCCCCCCCCCCCC)(=O)OCC(O)CO diglyceryl distearate